ClC=1C=CC(=C(C1)NC(=O)C1=CC=C(S1)C(=O)O)OCCOC 5-((5-chloro-2-(2-methoxyethoxy)phenyl)carbamoyl)thiophene-2-carboxylic acid